C1(CC1)NC1=NC(=NC=C1C(=O)N)NC1=CC2=C(OC[C@H](CN2)OC([2H])([2H])[2H])C=C1 4-(cyclopropylamino)-2-(((S)-2,3,4,5-tetrahydro-3-(trideuteromethoxy)benzo[b][1,4]oxazepin-7-yl)amino)pyrimidine-5-carboxamide